1-(3,4-difluorophenyl)-6-fluoro-3-(3-methylsulfonylphenyl)-2-tetrahydropyran-4-yl-indol-4-ol FC=1C=C(C=CC1F)N1C(=C(C=2C(=CC(=CC12)F)O)C1=CC(=CC=C1)S(=O)(=O)C)C1CCOCC1